N-(Benzo[b]thiophene-5-yl)-2-(5-ethyl-6-(4-(5-hydroxy-6-methylpyrimidine-4-carbonyl)piperazin-1-yl)-7-oxo-2-phenyl-[1,2,4]triazolo[1,5-a]pyrimidin-4(7H)-yl)acetamide S1C2=C(C=C1)C=C(C=C2)NC(CN2C=1N(C(C(=C2CC)N2CCN(CC2)C(=O)C2=NC=NC(=C2O)C)=O)N=C(N1)C1=CC=CC=C1)=O